C1(=CC=CC2=CC=CC=C12)C(=O)N1CCN(CC1)C([C@H](CCCCNC(C=C)=O)NC(=O)C1=CN=CN1C)=O (S)-N-(1-(4-(1-naphthoyl)piperazin-1-yl)-6-acrylamido-1-oxohexan-2-yl)-1-methyl-1H-imidazole-5-carboxamide